C(CCCCCCCCCCC)C1=CC2=C(C=C1)C=1SC3=C(C1S2)C=CC(=C3)CCCCCCCCCCCC 2,7-didodecylbenzothieno[3,2-B]benzothiophene